N-(3-(dimethylamino)propyl)-2-(8-hydroxyquinolin-6-yl)-1H-imidazole-4-carboxamide CN(CCCNC(=O)C=1N=C(NC1)C=1C=C2C=CC=NC2=C(C1)O)C